8-((S)-pyrrolidin-2-yl)-2,6-dihydropyrido[3,4-d]pyridazine-1,7-dione N1[C@@H](CCC1)C=1C(NC=C2C=NNC(C21)=O)=O